C1(CC1)C=1N=C(C=2N(C1)C=C(N2)CO)N2C(CCC2)=O 1-(6-cyclopropyl-2-(hydroxymethyl)imidazo[1,2-a]pyrazin-8-yl)pyrrolidin-2-one